N1[C@@H](CCC1)COC1=NC=2CC3(CCC2C(=N1)N1C[C@H]2CC[C@@H](C1)N2C(=O)OC(C)(C)C)CCCC2=CC=CC=C23 tert-Butyl (1R,5S)-3-(2'-(((S)-pyrrolidin-2-yl)methoxy)-3,4,5',8'-tetrahydro-2H,6'H-spiro[naphthalene-1,7'-quinazolin]-4'-yl)-3,8-diazabicyclo[3.2.1]octane-8-carboxylate